3-((2-((6-(2,2-dimethylmorpholino)-5-methoxypyridin-3-yl)amino)pyrimidin-4-yl)amino)-8-fluoroquinolin-2(1H)-one CC1(OCCN(C1)C1=C(C=C(C=N1)NC1=NC=CC(=N1)NC=1C(NC2=C(C=CC=C2C1)F)=O)OC)C